ditertbutyl-pyridinetriethylamine C(C)(C)(C)C1=C(C(=C(C(=N1)CCN)CCN)CCN)C(C)(C)C